COC1=CC(=C(C=C1OC)NC(=O)C=1OC2=CC=CC=C2C(C1)=O)C(NC1=CC=C(C=C1)CCNCC=1C=C2C=NN(C2=CC1)C(C)=O)=O N-(4,5-Dimethoxy-2-((4-(2-(N-((1-acetyl-1H-indazol-5-yl)methyl)amino)ethyl)phenyl)carbamoyl)phenyl)-4-oxo-4H-chromene-2-carboxamide